tert-butyl (3R,5R)-4-(3-(2,6-dioxopiperidin-3-yl)-1-methyl-1H-indazol-6-yl)-3,5-dimethylpiperazine-1-carboxylate O=C1NC(CCC1C1=NN(C2=CC(=CC=C12)N1[C@@H](CN(C[C@H]1C)C(=O)OC(C)(C)C)C)C)=O